[F-].[F-].[F-].[F-].[Hf+4] hafnium tetra-fluoride